tert-butyl 6-chloro-3-{methyl[(2-oxooxolan-3-yl)methyl]amino}pyridazine-4-carboxylate ClC1=CC(=C(N=N1)N(CC1C(OCC1)=O)C)C(=O)OC(C)(C)C